tert-butyl 1'-(3-(methylamino)-4-nitrophenyl)-[1,4'-bipiperidine]-4-carboxylate CNC=1C=C(C=CC1[N+](=O)[O-])N1CCC(CC1)N1CCC(CC1)C(=O)OC(C)(C)C